[N+](=O)([O-])C1=CC=C(C(=C1N)C(F)(F)F)OCCN1CCCC1 6-nitro-3-(2-(pyrrolidin-1-yl)ethoxy)-2-(trifluoromethyl)aniline